C1(=CC=CC=C1)N1N=C(CCC1=O)C1=CC=C(C=C1)C(F)(F)F 2-phenyl-6-(4-(trifluoromethyl)phenyl)-4,5-dihydropyridazin-3(2H)-one